diamyl-pentalenediamine C(CCCC)C1=C2C(=C(C(=C2C=C1)N)N)CCCCC